CN(CCCCCCCCCC(N(CCCCCCCC)CCCCCCCC)=O)CCCCCCCCCC(N(CCCCCCCC)CCCCCCCC)=O 10,10'-(Methylazanediyl)bis(N,N-dioctyl-capramide)